Dimethyl 2,6-dicyclopropyl-4-(5-fluorobenzo[b]thiophen-3-yl)-1,4-dihydropyridine-3,5-dicarboxylate C1(CC1)C=1NC(=C(C(C1C(=O)OC)C=1C2=C(SC1)C=CC(=C2)F)C(=O)OC)C2CC2